C(C)(C)C1=CC(=CNC1=O)OC1=C(C=C(C=C1C)N1N=C(C(NC1=O)=O)NC(OC(C)(C)C)=O)C t-butyl (2-(4-((5-isopropyl-6-oxo-1,6-dihydropyridin-3-yl)oxy)-3,5-dimethylphenyl)-3,5-dioxo-2,3,4,5-tetrahydro-1,2,4-triazin-6-yl)carbamate